CS(=O)(=O)NC=1C=C(C=CC1)NC(=O)C=1N=C(SC1)NC=1C=NC=CC1 N-(3-(methylsulfonamido)phenyl)-2-(pyridin-3-ylamino)thiazole-4-carboxamide